C1(=CC=CC=C1)C1=CC=C2N1C1=CC=CC=C1N=C2 phenylpyrrolo[1,2-a]quinoxaline